O1COC2=C1C=CC(=C2)N(C(C(CC2=CC=CC=C2)NC(OC(C)(C)C)=O)=O)C t-butyl (1-(benzo[d][1,3]dioxol-5-yl (methyl) amino)-1-oxo-3-phenylpropan-2-yl)carbamate